3-methyl-1-phenylbutan-1-one CC(CC(=O)C1=CC=CC=C1)C